C[NH+]1C(N(CC1)CC)C 1,2-dimethyl-3-ethyl-imidazolinium